palladium chloride ammonium chloride [Cl-].[NH4+].[Pd](Cl)Cl